7-Methyloctyl octanoate C(CCCCCCC)(=O)OCCCCCCC(C)C